2-(difluoromethyl)-5-(2-(3-fluorobenzyl)imidazo[1,2-a]pyridin-7-yl)-1,3,4-oxadiazole FC(C=1OC(=NN1)C1=CC=2N(C=C1)C=C(N2)CC2=CC(=CC=C2)F)F